ClC=1C=CC=C2C(=CNC12)C1=CC(=C(C=C1)OC1CNCC1)F 7-chloro-3-(3-fluoro-4-(pyrrolidin-3-yloxy)phenyl)-1H-indole